C(CCCC)OCC(C)O propylene glycol mono-pentyl ether